4-bromo-7-chloro-benzo[1,2,5]thiadiazole BrC1=CC=C(C=2C1=NSN2)Cl